ethyl 4-((3-((tert-butoxycarbonyl)amino)-5-methylphenyl)carbamoyl)benzoate C(C)(C)(C)OC(=O)NC=1C=C(C=C(C1)C)NC(=O)C1=CC=C(C(=O)OCC)C=C1